2-methoxy-N-(3,5,7-trifluoro-1-adamantyl)benzamide COC1=C(C(=O)NC23CC4(CC(CC(C2)(C4)F)(C3)F)F)C=CC=C1